C(CCC)C1CS(C2=C(N(C1)C1=CC=CC=C1)C=C(C(=C2)O/C=C/C(=O)O)SC)(=O)=O (E)-3-((3-butyl-7-(methylsulfanyl)-1,1-dioxo-5-phenyl-2,3,4,5-tetrahydro-1,5-benzothiazepin-8-yl)oxy)acrylic acid